5-Benzyl-N-(1-methyl-9,9-dioxido-2-oxo-1,2,3,4,5,10-hexahydro-8H-thieno[3',4':3,4]pyrazolo[1,5-a][1,3]diazepin-3-yl)-4H-1,2,4-triazol-3-carboxamid C(C1=CC=CC=C1)C=1NC(=NN1)C(=O)NC1C(N(C=2N(CC1)N=C1C2CS(C1)(=O)=O)C)=O